thioimidodicarbonic diamide C(=S)(N)NC(=O)N